(1s,4s)-4-(3-chloroanilino)-2'-{[(2E)-3-phenylprop-2-en-1-yl]oxy}-2',3'-dihydrospiro[cyclohexane-1,1'-indene]-4-carboxylic acid ClC=1C=C(NC2(CCC3(C(CC4=CC=CC=C34)OC\C=C\C3=CC=CC=C3)CC2)C(=O)O)C=CC1